C(C)(C)(C)OC(N(C(=O)OC(C)(C)C)C\C=C\CN)=O N-[(E)-4-Aminobut-2-enyl]-N-tert-butoxycarbonyl-carbamic acid tert-butyl ester